F[C@H]1CN(CC[C@H]1NC1=CC=CN2C(=C(C=C12)C1=NOC(=N1)CNC(=O)C=1C=C2CC(NC2=CC1)=O)SC(F)(F)F)C N-{[3-(8-{[(3S,4R)-3-fluoro-1-methylpiperidin-4-yl]amino}-3-[(trifluoromethyl)sulfanyl]indolizin-2-yl)-1,2,4-oxadiazol-5-yl]methyl}-2-oxo-1,3-dihydroindole-5-carboxamide